1-cyclopropylcyclobutane-1,3-diol C1(CC1)C1(CC(C1)O)O